NC1=C(C2=C(C(N1C1=C3C=NNC3=CC=C1Cl)=O)C(=C(S2)C)C)C(=O)N 6-amino-5-(5-chloro-1H-indazol-4-yl)-2,3-dimethyl-4-oxo-4,5-dihydrothieno[3,2-c]pyridine-7-carboxamide